2-[3-[4-(cyclopropyl-carbamoyl)-3-(difluoromethoxy)-5-methoxy-phenyl]imidazo[1,2-a]pyridin-7-yl]-2,2-difluoro-acetic acid C1(CC1)NC(=O)C1=C(C=C(C=C1OC)C1=CN=C2N1C=CC(=C2)C(C(=O)O)(F)F)OC(F)F